NCC=1C=NC(=NC1)C1=C(C=C(C#N)C=C1)OC=1N(N=C2CCCCC12)C 4-[5-(aminomethyl)pyrimidin-2-yl]-3-[(2-methyl-4,5,6,7-tetrahydroindazol-3-yl)oxy]benzonitrile